ClC=1C=C2/C(/C(NC2=CC1)=O)=C/1\C(N(/C(/S1)=N/C1=CC=C(C=C1)S(=O)(=O)N)C1=CC=CC=C1)=O 4-(((Z)-5-((Z)-5-chloro-2-oxoindoline-3-ylidene)-4-oxo-3-phenylthiazolidin-2-ylidene)amino)benzenesulphonamide